CS(=O)(=N)C=1C=C(C=C(C1)C(F)(F)F)CC1CC2(CN(C2)C(=O)N2C[C@@H]3[C@@H](OCC(N3)=O)CC2)C1 |r| rac-(4aR,8aS)-6-[6-[[3-(methylsulfonimidoyl)-5-(trifluoromethyl)phenyl]methyl]-2-azaspiro[3.3]heptane-2-carbonyl]-4,4a,5,7,8,8a-hexahydropyrido[4,3-b][1,4]oxazin-3-one